FC1=NN(C=C1N=C(C1=CC=CC=C1)C1=CC=CC=C1)[C@@H](C)C=1C(=NC=C(C1)F)OC N-[3-fluoro-1-[(1S)-1-(5-fluoro-2-methoxy-3-pyridyl)ethyl]pyrazol-4-yl]-1,1-diphenyl-methanimine